N1=C(NC2=C1C=CC=C2)C(CC=2NC1=C(N2)C=CC=C1)O 1,2-bis(benzimidazole-2-yl)ethanol